3-(3,5-dimethyladamantan-1-yl)-1-methylimidazole CC12CC3(CC(CC(C1)(C3)C)C2)N2CN(C=C2)C